C(C)(C)(C)OC(=O)NCCOCC(=O)OC1CNC(C1)C(NCC1=CC=C(C=C1)C1=C(N=CS1)C)=O 5-((4-(4-methylthiazol-5-yl)benzyl)carbamoyl)pyrrolidin-3-yl 2-(2-((tert-butoxycarbonyl)amino)ethoxy)acetate